methyl (8S)-7-[2-[(4-bromobenzoyl)amino]acetyl]-1,4-dioxa-7-azaspiro[4.4]nonane-8-carboxylate BrC1=CC=C(C(=O)NCC(=O)N2CC3(OCCO3)C[C@H]2C(=O)OC)C=C1